4-(4-([1,2,4]triazolo[1,5-a]pyrimidin-6-yl)phenyl)-N-(pyridin-3-yl)butanamide N1=CN=C2N1C=C(C=N2)C2=CC=C(C=C2)CCCC(=O)NC=2C=NC=CC2